The molecule is a doubly-charged sulfonatobenzoate consisting of benzoate having a sufonato group at the 4-position. It derives from a benzoate. It is a conjugate base of a 4-sulfobenzoic acid. C1=CC(=CC=C1C(=O)[O-])S(=O)(=O)[O-]